N1(CCCC1)CC1(CC1)C(OC=1N=CC2=C(N1)C=NC=C2)([2H])[2H] 2-((1-(pyrrolidin-1-ylmethyl)cyclopropyl)methoxy-d2)Pyrido[3,4-d]Pyrimidin